FC1=C(C(=O)N2[C@H]([C@H](CC3=CC=CC=C23)C(=O)NC2=CC(=C(C=C2)CO)C(F)(F)F)C2=CC=CC=C2)C(=CC=C1)C (2R,3S)-1-(2-fluoro-6-methylbenzoyl)-N-(4-(hydroxymethyl)-3-(trifluoromethyl)phenyl)-2-phenyl-1,2,3,4-tetrahydroquinoline-3-carboxamide